N-(3,4-difluorophenyl)-3-(2-((1-(hydroxymethyl)cyclopropyl)amino)-2-oxoacetyl)-2-methyl-5,6,7,8-tetrahydroindolizine-1-carboxamide FC=1C=C(C=CC1F)NC(=O)C=1C(=C(N2CCCCC12)C(C(=O)NC1(CC1)CO)=O)C